[Si](C)(C)(C(C)(C)C)OC/C=C/C1=C(C(=NC=C1)C(=C)C)[N+](=O)[O-] (E)-4-(3-((tert-butyldimethylsilyl)oxy)prop-1-en-1-yl)-3-nitro-2-(prop-1-en-2-yl)pyridine